C(C1=CC=CC=C1)NC1=NC(=NC(=N1)NC)N1CCN(CC1)C(CCl)=O 1-(4-(4-(Benzylamino)-6-(methylamino)-1,3,5-triazin-2-yl)piperazin-1-yl)-2-chloroethan-1-one